CNC[C@@H](C)C=1C(=C(C=2C=3C=CC(=CC3NC(N(C2N1)CC)=O)C#N)C1=CC=CC=C1)N [(2R)-1-(methylamino)propan-2-yl]amino(phenyl)-8-ethyl-9-oxo-6,8,10-triazatricyclo[9.4.0.02,7]pentadeca-1(11),2(7),3,5,12,14-hexaene-13-carbonitrile